C(C)(=O)N1CC(NC2=CC(=CC=C12)Br)=O 4-acetyl-7-bromo-3,4-dihydroquinoxalin-2(1H)-one